C(C)OC(=O)C1(CCN(CC1)C(=O)N1CCC2=CC=CC=C12)CC(N(C1=CC=CC=C1)C1=CC=CC=C1)=O 1-(indoline-1-carbonyl)-4-[2-oxo-2-(N-phenylanilino)ethyl]piperidine-4-carboxylic acid ethyl ester